NC1=CC=C(C=C1)S(=O)(=O)NCC 4-amino-N-ethylbenzenesulfonamide